3-methyl-1,3,4,9-tetrahydro-2H-pyrido[3,4-b]indole CC1CC2=C(NC3=CC=CC=C23)CN1